7-(6-methylpyridin-3-yl)-5,6,7,8-tetrahydro-2,7-naphthyridine-3-carboxylic acid CC1=CC=C(C=N1)N1CCC=2C=C(N=CC2C1)C(=O)O